(5S)-2-[3-Chloro-4-(trifluoromethyl)benzyl]-5-{[(3R,4S)-3,4-difluoropyrrolidin-1-yl]carbonyl}-5,6,7,8-tetrahydro[1,2,4]triazolo[4,3-a]pyridin-3(2H)-one ClC=1C=C(CN2N=C3N([C@@H](CCC3)C(=O)N3C[C@H]([C@H](C3)F)F)C2=O)C=CC1C(F)(F)F